6-(3-isopropyl-5-(1-(tetrahydrofuran-3-yl)piperidin-4-yl)-1H-indol-2-yl)-8-methoxy-[1,2,4]triazolo[4,3-a]pyridine C(C)(C)C1=C(NC2=CC=C(C=C12)C1CCN(CC1)C1COCC1)C=1C=C(C=2N(C1)C=NN2)OC